(1R,2S,5S)-3-(2-cyclohexylacetyl)-6,6-dimethyl-N-((S)-1-oxo-3-((S)-2-oxopyrrolidin-3-yl)propan-2-yl)-3-azabicyclo[3.1.0]hexane-2-carboxamide C1(CCCCC1)CC(=O)N1[C@@H]([C@H]2C([C@H]2C1)(C)C)C(=O)N[C@H](C=O)C[C@H]1C(NCC1)=O